heptyloctyl 4-[[4-(1-heptyloctoxy)-4-oxo-butyl]amino]butanoate C(CCCCCC)C(CCCCCCC)OC(CCCNCCCC(=O)OC(CCCCCCC)CCCCCCC)=O